C(C)(=O)N1CCN(CC1)C(=O)C1=CC=C(CN2C3=NC(=NC=C3NC2=O)C2=C(C=CC=C2)C(C)C)C=C1 9-(4-(4-acetylpiperazine-1-carbonyl)benzyl)-2-(2-isopropylphenyl)-7,9-dihydro-8H-purin-8-one